benzyl (1S,3S,5S)-5-(thiazol-2-ylmethyl)-2-azabicyclo[3.1.0]hexane-3-carboxylate hydrochloride Cl.S1C(=NC=C1)C[C@@]12C[C@H](N[C@H]2C1)C(=O)OCC1=CC=CC=C1